The molecule is a 1-methyl-4-(propan-2-yl)cyclohex-1-ene that is the (S)-enantiomer of 1-p-menthene. It has a role as a plant metabolite. It is an enantiomer of a (R)-1-p-menthene. CC1=CC[C@H](CC1)C(C)C